1-Methyl-5-(2-diethylaminoethylamino)-8-methoxy-6H-imidazo[4,5,1-de]acridin-6-one CC1=NC=2C=CC(=C3C(C=4C=C(C=CC4N1C23)OC)=O)NCCN(CC)CC